[Na].NC1=CC(=CC=C1)N m-diaminobenzene sodium